N,N'-di(hydroxyisopropyl)butanediamine OC(C)(C)NC(CCC)NC(C)(C)O